FC=1C(=C2CCCC(C2=C(C1)F)=O)[N+](=O)[O-] 6,8-difluoro-5-nitro-1-tetralone